OC(C(CC)C)C1C(CCC1)=O 2-(1-hydroxy-2-methylbutyl)-cyclopentanone